FC1=C(CN2C(C3=NC=CN=C3C(=C2)C(=O)N[C@@H]2[C@H](CCCC2)O)=O)C(=CC(=C1)C=1C2=CN(N=C2C=CC1)C)F 6-(2,6-difluoro-4-(2-methyl-2H-indazol-4-yl)benzyl)-N-((1S,2S)-2-hydroxycyclohexyl)-5-oxo-5,6-dihydropyrido[3,4-b]pyrazine-8-carboxamide